3-bromo-6-methyl-5,6,7,8-tetrahydro-1,6-naphthyridine BrC=1C=NC=2CCN(CC2C1)C